2-(3-bromobicyclo[1.1.1]pentan-1-yl)-4,4-dimethyl-4,5-dihydrooxazole BrC12CC(C1)(C2)C=2OCC(N2)(C)C